C(C)OP(OCC)O phosphorous acid Diethyl ester